6-chloro-4-(((1R,4R)-4-(3-(difluoromethyl)-1H-pyrazol-1-yl)cyclohexyl)amino)-N-((R)-2-fluoro-3-hydroxy-3-methylbutyl)nicotinamide ClC1=NC=C(C(=O)NC[C@H](C(C)(C)O)F)C(=C1)NC1CCC(CC1)N1N=C(C=C1)C(F)F